1-(4-((4-(4-(Trifluoromethyl)piperidin-1-yl)phenyl)amino)benzyl)pyrrolidine-3-carboxamide FC(C1CCN(CC1)C1=CC=C(C=C1)NC1=CC=C(CN2CC(CC2)C(=O)N)C=C1)(F)F